C(C=C)[Si]1(CCCC1)CC=C 1,1-diallyl-1-silacyclopentane